1,3-diethoxy-1,3-diiodopropane C(C)OC(CC(I)OCC)I